ethyl 2-(2,5-dioxoimidazolidin-1-yl)acetate O=C1N(C(CN1)=O)CC(=O)OCC